[Si](C)(C)(C(C)(C)C)OC1=CC(=C(C=C1)N=C(N)C1=C(C=2N(N=C1)C=C(C2)C=2C=NC(=CC2)OC)OC2CCCC2)CC N'-[4-[tert-butyl(dimethyl)silyl]oxy-2-ethyl-phenyl]-4-(cyclopentoxy)-6-(6-methoxy-3-pyridyl)pyrrolo[1,2-b]pyridazine-3-carboxamidine